dihydroxy-tetramethyl-disiloxane O[Si](O[Si](C)(C)C)(C)O